(S)-4-(1-(5-(pyridin-3-yl)-1-(3-(trifluoromethyl)benzyl)-1H-indol-7-amido)ethyl)benzoic acid N1=CC(=CC=C1)C=1C=C2C=CN(C2=C(C1)C(=O)N[C@@H](C)C1=CC=C(C(=O)O)C=C1)CC1=CC(=CC=C1)C(F)(F)F